4,4-Difluoropyrrolidin-3-ol dihydrochloride Cl.Cl.FC1(C(CNC1)O)F